CN1N=CC=C1C1=CC(=C2C(=N1)C(=NN2CC(F)(F)F)C2=CC=NN2)C=2C(=NC=CC2)C(F)(F)F 5-(1-methyl-1H-pyrazol-5-yl)-3-(1H-pyrazol-5-yl)-1-(2,2,2-trifluoroethyl)-7-(2-(trifluoromethyl)pyridin-3-yl)-1H-pyrazolo[4,3-b]pyridine